5-(4-methylpiperazin-1-yl)isoindoline CN1CCN(CC1)C=1C=C2CNCC2=CC1